4-[(2S)-2-(piperidine-1-carbonyl)pyrrolidin-1-yl]-1H-pyrrolo[2,3-b]pyridine N1(CCCCC1)C(=O)[C@H]1N(CCC1)C1=C2C(=NC=C1)NC=C2